[4-(5-tert-butyl-1,2,4-oxadiazol-3-yl)phenyl]-[6-(4-cyclopropylpyrazol-1-yl)-2-azaspiro[3.3]heptan-2-yl]methanone C(C)(C)(C)C1=NC(=NO1)C1=CC=C(C=C1)C(=O)N1CC2(C1)CC(C2)N2N=CC(=C2)C2CC2